COC(=O)C1=CC(=CC=2NC(=NC21)C)C2=CC=C(C=C2)OCC2=CC=CC=C2 6-(4-benzyloxy-phenyl)-2-methyl-1H-benzimidazole-4-carboxylic acid methyl ester